C1(CC1)S(=O)(=O)NC=1SC=C(N1)C(C(=O)NC1=C(C=C(C=C1)C=1C=NC=C(C1)F)C(F)(F)F)OC 2-(2-(cyclopropanesulfonamido)thiazol-4-yl)-N-(4-(5-fluoropyridin-3-yl)-2-(trifluoromethyl)phenyl)-2-methoxyacetamide